1-(1,2-oxazol-4-yl)methanamine O1N=CC(=C1)CN